Ethyl-triphenylphosphonium C(C)[P+](C1=CC=CC=C1)(C1=CC=CC=C1)C1=CC=CC=C1